3-(2-chloro-4'-(2-(difluoromethyl)piperidin-1-yl)-[1,1'-biphenyl]-3-yl)piperidine-2,6-dione ClC1=C(C=CC=C1C1C(NC(CC1)=O)=O)C1=CC=C(C=C1)N1C(CCCC1)C(F)F